N1=C(C=CC2=CC=CC=C12)CCO 2-(2-quinolinyl)ethanol